1-(6-methoxy-2-naphthyl)-3-(4-methylphenyl)-2-propen-1-one COC=1C=C2C=CC(=CC2=CC1)C(C=CC1=CC=C(C=C1)C)=O